C(C=C)(=O)[O-].C(CCC)N1C=[N+](C=C1)C 1-butyl-3-methylimidazolium acrylate